2,6-Dichloro-4-amino-5-nitropyridine ClC1=NC(=C(C(=C1)N)[N+](=O)[O-])Cl